(S)-2-((4-methoxy-5-(4-(4-methyl-4H-1,2,4-triazol-3-yl)-phenyl)pyrimidin-2-yl)amino)-6,6a,7,8-tetrahydro-9H-pyrido-[2,3-b]pyrrolo[1,2-d]-[1,4]oxazin-9-one COC1=NC(=NC=C1C1=CC=C(C=C1)C1=NN=CN1C)NC1=CC2=C(OC[C@H]3N2C(CC3)=O)N=C1